BrC1=CC(=CC(=C1)OCOC)OCOC 1-bromo-3,5-bis(methoxymethoxy)benzene